COC(C[C@H](C)NC(C(C(=O)NC1=CC(=CC=C1)Cl)(C)C)=O)=O (3S)-3-[[3-(3-Chloroanilino)-2,2-dimethyl-3-oxo-propionyl]amino]butanoic acid methyl ester